Gorgostane CC(C)[C@@H](C)[C@@]1(C)C[C@@H]1[C@@H](C)[C@H]1CC[C@H]2[C@@H]3CCC4CCCC[C@]4(C)[C@H]3CC[C@]12C